rac-N-{(5S,6S,8aS)-5-[([1,1'-biphenyl]-3-yl)methyl]-2-methyl-3-oxooctahydroimidazo[1,5-a]pyridin-6-yl}methanesulfonamide C1(=CC(=CC=C1)C[C@H]1[C@H](CC[C@@H]2N1C(N(C2)C)=O)NS(=O)(=O)C)C2=CC=CC=C2 |r|